Ethyl-{[1-(4-fluorophenyl)-5-(4-methylphenyl)-1H-pyrazol-3-yl]oxy} acetat C(C)(=O)OOC1=NN(C(=C1CC)C1=CC=C(C=C1)C)C1=CC=C(C=C1)F